N-[4-fluoro-3-({2-[(1-methyl-1H-pyrazol-4-yl)amino]-5-(oxolan-3-yl)pyrimidin-4-yl}amino)phenyl]prop-2-enamide FC1=C(C=C(C=C1)NC(C=C)=O)NC1=NC(=NC=C1C1COCC1)NC=1C=NN(C1)C